C(C)(=O)N1CCN(CC1)CCN1[C@@H]2CC(CC1CC2)NC(=O)C2=NN(C1=CC=CC=C21)C(C)C 1-isopropyl-1H-indazole-3-carboxylic acid {(1S,3R,SR)-8-[2-(4-acetylpiperazin-1-yl)ethyl]-8-azabicyclo[3.2.1]oct-3-yl}amide